4-(difluoromethyl)-2,4-dihydro-5-methyl-3H-1,2,4-triazol-3-one FC(N1C(NN=C1C)=O)F